C(C)OC(=O)C1=C(N=C(N1O)C1=CC=C(C=C1)C#N)C 4-methyl-2-(4-cyanophenyl)-1-hydroxy-1H-imidazole-5-carboxylic acid ethyl ester